FC1=C(C=CC=C1)C1C(C1)C(=O)NC1CCC(CC1)NC1=CC(=NC2=CC=C(C=C12)Cl)C(F)(F)F 2-(2-fluorophenyl)-N-[(1s,4s)-4-{[6-chloro-2-(trifluoromethyl)quinolin-4-yl]amino}cyclohexyl]cyclopropane-1-carboxamide